Cl.CN(CC(C(=O)O)C)C 3-(dimethylamino)-2-methylpropionic acid hydrochloride